L-alanine-HCl Cl.N[C@@H](C)C(=O)O